BrC=1C=CC(=C2C=CN=CC12)C(C)=O 1-(8-bromo-5-isoquinolyl)ethanone